rac-(1R*,2S*,3R*)-2-(3-chlorophenyl)-N-(6-(((6-cyclopropylimidazo[1,2-a]pyridin-2-yl)methyl)amino)pyrimidin-4-yl)-3-(hydroxymethyl)cyclopropane-1-carboxamide ClC=1C=C(C=CC1)[C@@H]1[C@H]([C@@H]1CO)C(=O)NC1=NC=NC(=C1)NCC=1N=C2N(C=C(C=C2)C2CC2)C1 |r|